FC1=C(C(=O)OCC)C=C(C=C1)CC=1C=CC=2C(N(C3=CC=CC1C23)CC2=CC=C(C=C2)OC)=O ethyl 2-fluoro-5-[[1-[(4-methoxyphenyl)methyl]-2-oxo-benzo[cd]indol-5-yl]methyl]benzoate